2-chloro-7-methylthiothieno[3,2-d]pyrimidin-4-amine ClC=1N=C(C2=C(N1)C(=CS2)SC)N